N[C@@H]1C=2C(=NC=CC2)CC12CCN(CC2)C2=NC(=C1C(=N2)NN=C1SC1=C(C(=CC=C1)Cl)Cl)C(=O)N (S)-6-(5-amino-5,7-dihydro-spiro[cyclopent[b]pyridin-6,4'-piperidin]-1'-yl)-3-((2,3-dichlorophenyl)thio)-1H-pyrazolo[3,4-d]pyrimidine-4-carboxamide